5-((tert-butoxycarbonyl)(octadecyl)amino)pentanoic acid C(C)(C)(C)OC(=O)N(CCCCC(=O)O)CCCCCCCCCCCCCCCCCC